BrC1=CC=C2C(=NN=C(C2=C1)N[C@H](C)C1=C(C(=CC=C1)C(F)(F)F)C)Cl (R)-7-bromochloro-N-(1-(2-methyl-3-(trifluoromethyl)phenyl)ethyl)phthalazin-1-amine